ethyl (3S)-3-{4,5-difluoro-2',6'-dimethyl-[1,1'-biphenyl]-3-yl}-3-{[(R)-2-methylpropane-2-sulfinyl]amino}propanoate FC1=C(C=C(C=C1F)C1=C(C=CC=C1C)C)[C@H](CC(=O)OCC)N[S@](=O)C(C)(C)C